C(N)(OC=1C=C(C2=C(C=CO2)C1)OCCN1CCCC1)=O [7-(2-pyrrolidin-1-ylethoxy)benzofuran-5-yl] carbamate